ClC1=CC=C(C=C1)[C@H](C)OC1=C(NC(=C1)C(=O)NC1CC1)C(=O)NC (S)-3-(1-(4-chlorophenyl)ethoxy)-N5-cyclopropyl-N2-methyl-1H-pyrrole-2,5-dicarboxamide